hydroxy-ethylcysteine ON([C@@H](CS)C(=O)O)CC